(R)-5-(1-((2-(ethylsulfonyl)phenyl)amino)ethyl)-2,7-dimethyl-3-(4-(2,2,2-trifluoroethyl)piperazin-1-yl)isoquinolin-1(2H)-one C(C)S(=O)(=O)C1=C(C=CC=C1)N[C@H](C)C1=C2C=C(N(C(C2=CC(=C1)C)=O)C)N1CCN(CC1)CC(F)(F)F